FC1SC=2C(=C1)C=1C=CC=CC1C2 fluoroindeno-thiophene